C1(CC1)C1=CC(=NN1)NC1=NC(=NC=C1)N1CC2(CC(C1)C2)CN2C(C1=CC=CC=C1C2=O)=O 2-[[3-[4-[(5-Cyclopropyl-1H-pyrazol-3-yl)amino]pyrimidin-2-yl]-3-azabicyclo[3.1.1]hept-1-yl]methyl]isoindoline-1,3-dione